CC1=C(C=CC=C1)C(C)C 1-methyl-(1-methylethyl)benzene